O1C=CC=2C=NC(=CC21)CNC(=O)C=2N=NNC2 N-(furo[3,2-c]pyridin-6-ylmethyl)-1H-1,2,3-triazole-4-carboxamide